NC=1N=CN(C1)C=1C=C(C(=O)N)C=C(C1)OC 3-(4-amino-1H-imidazol-1-yl)-5-methoxybenzamide